CN1C=C(C2=CC=CC=C12)C=1C(NC(C1C1=CN(C2=CC=CC=C12)C1CCN(CC1)CC(F)(F)F)=O)=O 3-(1-methylindol-3-yl)-4-{1-[1-(2,2,2-trifluoroethyl)piperidin-4-yl]indol-3-yl}-1H-pyrrole-2,5-dione